OCCCCCCNCC1=CC=C(C=C1)CNCCCCCCO N,N'-bis(6-hydroxyhexyl)-p-xylylenediamine